(R)-6-(3-Aminoazetidin-1-yl)-3-((4-hydroxy-1-(3-phenylbutanoyl)piperidin-4-yl)methyl)pyrimidin-4(3H)-one NC1CN(C1)C1=CC(N(C=N1)CC1(CCN(CC1)C(C[C@@H](C)C1=CC=CC=C1)=O)O)=O